diethylpiperidine-4-sulfonamide C(C)C1N(CCC(C1)S(=O)(=O)N)CC